1-((2-chlorothiazol-5-yl)methyl)imidazolidin-2-one ClC=1SC(=CN1)CN1C(NCC1)=O